1,3,5-tri(diphenyl-phosphorylphenyl)benzene C1(=CC=CC=C1)P(=O)(C1=CC=CC=C1)C1=C(C=CC=C1)C1=CC(=CC(=C1)C1=C(C=CC=C1)P(=O)(C1=CC=CC=C1)C1=CC=CC=C1)C1=C(C=CC=C1)P(=O)(C1=CC=CC=C1)C1=CC=CC=C1